O=C1NC(CCC1N1C(C2=CC=CC(=C2C1=O)NCCOCCOCCN(C(OC(C)(C)C)=O)C)=O)=O tert-butyl (2-(2-(2-((2-(2,6-dioxopiperidin-3-yl)-1,3-dioxoisoindolin-4-yl)amino)ethoxy)ethoxy)ethyl)(methyl)carbamate